NCC=1C=C(C=CC1)C=1C=C2C(=NN(C2=CC1)C1OCCCC1)COC1=C(C=CC=C1)CC(=O)OCC ethyl 2-(2-((5-(3-(aminomethyl)phenyl)-1-(tetrahydro-2H-pyran-2-yl)-1H-indazol-3-yl)methoxy)phenyl)acetate